N[C@H]1CN(CCC1)C1=CC(N(C(N1CC#CC)=O)CC1=CC(=CC=C1)C(=O)N1CCCC1)=O (R)-6-(3-aminopiperidin-1-yl)-1-(but-2-yn-1-yl)-3-(3-(pyrrolidine-1-carbonyl)benzyl)pyrimidine-2,4(1H,3H)-dione